1-(2,6,6-trimethyl-1-cyclohex-3-enyl)but-2-en CC1C(C(CC=C1)(C)C)CC=CC